2-(4-chlorobenzoyl)benzoic acid ClC1=CC=C(C(=O)C2=C(C(=O)O)C=CC=C2)C=C1